C(CCC)C1CCN(CC1)C1=CC=C(C=C1)[N+](=O)[O-] 4-butyl-1-(4-nitrophenyl)piperidine